1-phenyl-1H,2H,3H,4H,9H-pyrrolo[2,3-b]1,7-naphthyridin-4-one C1(=CC=CC=C1)N1CCC2=C1NC1=CN=CC=C1C2=O